C1(=CC=CC=C1)N1NC(=CC1C1=CC=C(C=C1)C(C)C)C1=CC=CC=C1 1,3-diphenyl-5-(4-isopropyl-phenyl)-pyrazoline